C(=O)O.FC1=C(C=CC(=C1F)OC)C1=CN=C2N1C=CN=C2NC2=CC(=C(C(=O)NCC1=CC=NC=C1)C=C2)CC 4-((3-(2,3-difluoro-4-methoxyphenyl)imidazo[1,2-a]pyrazin-8-yl)amino)-2-ethyl-N-(pyridin-4-ylmethyl)benzamide formate